(1R,2R,4S)-2',4',6'-trihydroxy-5-methyl-2-(prop-1-en-2-yl)-1,2,3,4-tetrahydro-[1,1'-biphenyl]-4-yl benzoate C(C1=CC=CC=C1)(=O)O[C@H]1C[C@H]([C@@H](C=C1C)C1=C(C=C(C=C1O)O)O)C(=C)C